N-Methyl-5-[4-(1H-pyrazol-4-yl)-1H-indazol-7-yl]-N-(2,2,6,6-tetramethylpiperidin-4-yl)[1,3]thiazolo[5,4-d][1,3]thiazol-2-amin CN(C=1SC=2N=C(SC2N1)C=1C=CC(=C2C=NNC12)C=1C=NNC1)C1CC(NC(C1)(C)C)(C)C